CN1[C@@H](C2=CC=C(C=C2CC1)N(C1=CC=C(C=C1)C)C)CNC1=C(C(=O)O)C=CN=C1 (S)-3-(((2-methyl-6-(methyl(p-tolyl)amino)-1,2,3,4-tetrahydroisoquinolin-1-yl)methyl)amino)isonicotinic acid